3-(4-(4-amino-3-(4-Phenoxyphenyl)-1H-pyrazolo[3,4-d]pyrimidin-1-yl)piperidin-1-yl)azetidine-1-carboxylate NC1=C2C(=NC=N1)N(N=C2C2=CC=C(C=C2)OC2=CC=CC=C2)C2CCN(CC2)C2CN(C2)C(=O)[O-]